NC1=NC=CC(=N1)CCO 2-(2-aminopyrimidin-4-yl)ethan-1-ol